NC1=C2C(C3(C(OC4=C3C=CC(=C4)C(C)C)(C2=CC=C1)O)NC(C(=O)N(C)C)=O)=O N1-(1-amino-4b-hydroxy-7-isopropyl-10-oxo-4b,10-dihydro-9bH-indeno[1,2-b]benzofuran-9b-yl)-N2,N2-dimethyl-oxalamide